2-(1-(dimethyl-(phenyl)silyl)-2-(p-tolyl)propan-2-yl)benzothiazole C[Si](CC(C)(C1=CC=C(C=C1)C)C=1SC2=C(N1)C=CC=C2)(C2=CC=CC=C2)C